BrC1=CC=C(S1)C1CNCCO1 2-(5-bromothiophen-2-yl)morpholine